5-(5-{[trans-3-(2-fluoro-4-methylphenyl)cyclobutyl]oxy}pyrazin-2-yl)isoxazol-3-ol FC1=C(C=CC(=C1)C)[C@@H]1C[C@H](C1)OC=1N=CC(=NC1)C1=CC(=NO1)O